C(C1=CC=CC=C1)OC=1C(=C(C(=O)OC)C=CC1)OC methyl 3-(benzyloxy)-2-methoxybenzoate